tert-butyl (3S,4S)-4-{(1S)-1-[(4E)-5-fluoro-7-(hydrazinecarbonyl)-4-(methoxyimino)-3,4-dihydroquinolin-1(2H)-yl]ethyl}-3-methylpiperidine-1-carboxylate FC1=C2/C(/CCN(C2=CC(=C1)C(=O)NN)[C@@H](C)[C@@H]1[C@@H](CN(CC1)C(=O)OC(C)(C)C)C)=N/OC